6-[3-(5-chloro-2-fluoro-phenyl)-1H-pyrazol-4-yl]-N-[[(2S)-pyrrolidin-2-yl]methyl]-1,5-naphthyridin-3-amine ClC=1C=CC(=C(C1)C1=NNC=C1C=1N=C2C=C(C=NC2=CC1)NC[C@H]1NCCC1)F